C(C)C1(COC1)COCC1CCC(CC1)COCC1(COC1)CC 1,4-bis(3-ethyl-3-oxetanylmethoxy)methylcyclohexane